(3R,4R)-1-(cyclopropylsulfonyl)-4-((7-(4-(2,2-difluoroethyl)phenyl)-5-fluoropyrrolo[2,1-f][1,2,4]triazin-2-yl)amino)piperidin-3-ol C1(CC1)S(=O)(=O)N1C[C@H]([C@@H](CC1)NC1=NN2C(C=N1)=C(C=C2C2=CC=C(C=C2)CC(F)F)F)O